N=1C=2N(C=CC1C1OC3(OC1)CCNCC3)C3=C(N2)C=CC=C3 (benzo[4,5]imidazo[1,2-a]pyrimidin-2-yl)-1,4-dioxa-8-azaspiro[4.5]decane